(R)-N-((R)-(2-bromo-3-fluorophenyl)(5-chloro-2-(1,3-dioxolan-2-yl)thiophen-3-yl)methyl)-2-methylpropane-2-sulfinamide BrC1=C(C=CC=C1F)[C@H](N[S@](=O)C(C)(C)C)C1=C(SC(=C1)Cl)C1OCCO1